3-[(1R,2R)-3-(dimethylamino)-1-ethyl-2-methylpropyl]phenol monohydrochloride Cl.CN(C[C@@H]([C@@H](CC)C=1C=C(C=CC1)O)C)C